CC(C)CCC[C@@H](C)[C@H]1CC[C@H]2[C@@H]3CC=C4C[C@H](CC[C@]4(C)[C@H]3CC[C@]12C)ON(C(O)=O)CCOCCOCC(N[C@H](C(N[C@@H](CCCNC(=O)N)C(NC1=CC=C(C=C1)CO)=O)=O)C(C)C)=O.CC1=CC=CC=C1 2-methyl-benzene [(3beta)-cholest-5-en-3-yloxy]((6S,9S)-1-amino-6-((4-(hydroxymethyl)phenyl)carbamoyl)-9-isopropyl-1,8,11-trioxo-13,16-dioxa-2,7,10-triazaoctadecan-18-yl)carbamate